C(CCC(=O)O)(=O)O 1,4-butanedioic acid